C1(CC1)N(C(OC(C)(C)C)=O)C1CCN(CC1)C1=C2C=NC(=NC2=C(C=C1)C(NC=1N=C2N(C=C(N=C2C)C)C1)=O)SC tert-butyl N-cyclopropyl-N-[1-[8-[(6,8-dimethylimidazo[1,2-a]pyrazin-2-yl)carbamoyl]-2-methylsulfanyl-quinazolin-5-yl]-4-piperidyl]carbamate